4-((3-(4-(((3R,4S)-3-fluoropiperidin-4-yl)amino)-1-(2,2,2-trifluoroethyl)-1H-indol-2-yl)prop-2-yn-1-yl)amino)-3-methoxybenzoate F[C@@H]1CNCC[C@@H]1NC1=C2C=C(N(C2=CC=C1)CC(F)(F)F)C#CCNC1=C(C=C(C(=O)[O-])C=C1)OC